C(C)OC1=CC=C2C=CC=C(C2=C1)C1[SH+]CCC1 2-(7-ethoxynaphthyl)tetrahydrothiophenium